ClC=1C=C(C=NC1N1N=CC=N1)NC(=O)C=1C=NN(C1C(F)(F)F)C1=CN=C(C2=CC=CC=C12)N(C)C N-(5-chloro-6-(2H-1,2,3-triazol-2-yl)pyridin-3-yl)-1-(1-(dimethylamino)isoquinolin-4-yl)-5-(trifluoromethyl)-1H-pyrazole-4-carboxamide